N-(pyridin-2-yl)propionamide tert-butyl-N-[cis-4-[[3-(2,6-dioxo-3-piperidyl)-1-methyl-indazol-6-yl]amino]cyclohexyl]carbamate C(C)(C)(C)OC(N[C@@H]1CC[C@@H](CC1)NC1=CC=C2C(=NN(C2=C1)C)C1C(NC(CC1)=O)=O)=O.N1=C(C=CC=C1)NC(CC)=O